NC1=C(C=CC=C1)S(=O)C1=NC(=NC=C1C(F)(F)F)N[C@@H]1CNCCC1 4-(2-aminobenzenesulfinyl)-N-[(3S)-piperidin-3-yl]-5-(trifluoromethyl)pyrimidin-2-amine